N-[amino[5-(2-hydroxypropan-2-yl)-1,3-thiazol-2-yl]oxo-λ6-sulfanylidene]-2-[4-(3-hydroxyoxetan-3-yl)-2,6-bis(propan-2-yl)phenyl]acetamide NS(=NC(CC1=C(C=C(C=C1C(C)C)C1(COC1)O)C(C)C)=O)(=O)C=1SC(=CN1)C(C)(C)O